C(C)SC=1C(=NC(=CC1)F)C=1N=C2N(C=NC(=C2)C(F)(F)F)C1 2-[3-(Ethylsulfanyl)-6-fluoropyridin-2-yl]-7-(trifluoromethyl)imidazo[1,2-c]pyrimidine